CC(=CC)C1=C(C=C(C(=C1)C(C)C)O)O 4-But-2-en-2-yl-6-propan-2-ylbenzene-1,3-diol